C(C)(C)(C)OC(=O)N[C@@H](CC(C)C)C(=O)O N-(tert-butoxycarbonyl)leucine